ONC(CCO)=N N,3-dihydroxypropionamidine